Methyl (Z)-3-(2-amino-3-pyridyl)-2-(tert-butoxycarbonylamino)prop-2-enoate NC1=NC=CC=C1\C=C(\C(=O)OC)/NC(=O)OC(C)(C)C